NC1=NC2=CC=C(C=C2C=C1C)C(=O)N(CC1=NC=C(C=C1)C(F)(F)F)[C@@H]1CCCC=2C=CN=CC12 2-amino-3-methyl-N-((8R)-5,6,7,8-tetrahydro-8-isoquinolinyl)-N-((5-(trifluoromethyl)-2-pyridinyl)methyl)-6-quinolinecarboxamide